FC(C=1C=C(C[NH-])C=CC1)(F)F (3-trifluoromethyl-benzyl)amide